3-(benzylamino)-3-(1,2-difluoroethyl)piperidine-1-carboxylic acid tert-butyl ester C(C)(C)(C)OC(=O)N1CC(CCC1)(C(CF)F)NCC1=CC=CC=C1